(9z,12e)-octadecadienoic acid methyl ester COC(C=CC=CCCCCCCCCCCCCC)=O